6-(9-amino-8-(piperidine-1-carbonyl)imidazo[1,2-c]thieno[3,2-e]pyrimidin-5-yl)-2-methylisoquinolin-1(2H)-one NC1=C(SC2=C1C=1N(C(=N2)C=2C=C3C=CN(C(C3=CC2)=O)C)C=CN1)C(=O)N1CCCCC1